N-(4-(1H-imidazol-4-yl)phenyl)-N-(3-chlorobenzyl)-2-(5-methyl-2,3-dioxoindolin-1-yl)acetamide hydrochloride Cl.N1C=NC(=C1)C1=CC=C(C=C1)N(C(CN1C(C(C2=CC(=CC=C12)C)=O)=O)=O)CC1=CC(=CC=C1)Cl